Cl.Cl.ClC1=CC2=C(N(C=N2)CCC[C@H]2NCCC[C@@H]2O)C(=C1)C1=NOC=C1 (2R,3S)-2-(3-(5-chloro-7-(isoxazol-3-yl)-1H-benzo[d]imidazol-1-yl)propyl)piperidin-3-ol dihydrochloride